ClC1=C(C=CC(=C1)CNCCC=1N=NN(C1)CCNC1=NC2=C(C3=CN=CC=C13)C=CC(=C2)C(=O)N)C2=C(C=CC=C2)OCCO 5-((2-(4-(2-(((2-Chloro-2'-(2-hydroxyethoxy)-[1,1'-biphenyl]-4-yl)methyl)amino)ethyl)-1H-1,2,3-triazol-1-yl)ethyl)amino)benzo[c][2,6]naphthyridine-8-carboxamide